Cl[C@H](CO)C (S)-2-chloro-1-propanol